racemic-trans-(4-hydroxytetrahydrofuran-3-yl) ethanethioate C(C)(O[C@@H]1COC[C@H]1O)=S |r|